2-{2-[(5-chloro-1H-indol-3-yl)amino]-5-(trifluoromethyl)-1H-benzo[d]imidazol-1-yl}ethanol ClC=1C=C2C(=CNC2=CC1)NC1=NC2=C(N1CCO)C=CC(=C2)C(F)(F)F